C(C)(C)C=1C(=NNC1C=1C=C(C=2N(C1)N=CN2)OC)C2=NC=C(C=C2)N2CCN(CC2)C(CC)CC 6-(4-isopropyl-3-(5-(4-(pentan-3-yl)piperazin-1-yl)pyridin-2-yl)-1H-pyrazol-5-yl)-8-methoxy-[1,2,4]triazolo[1,5-a]pyridine